FC1=C(C=CC(=C1F)OC)C1=CN=C(N1C)C(=O)NC1=CC(=C(C=C1)C(NCCCOCCN(C)C)=O)CC 5-(2,3-difluoro-4-methoxy-phenyl)-N-[4-[3-[2-(dimethylamino)ethoxy]propylcarbamoyl]-3-ethyl-phenyl]-1-methylimidazole-2-carboxamide